tert-butyl (2S)-4-{3-carbamoyl-4-[(4-methoxyphenyl)methyl]-2-(4-phenoxyphenyl)-4,5,6,7-tetrahydro-2H-pyrazolo[4,3-b]pyridin-7-yl}-2-methylpiperazine-1-carboxylate C(N)(=O)C=1N(N=C2C1N(CCC2N2C[C@@H](N(CC2)C(=O)OC(C)(C)C)C)CC2=CC=C(C=C2)OC)C2=CC=C(C=C2)OC2=CC=CC=C2